tricosyl p-hydroxybenzoate OC1=CC=C(C(=O)OCCCCCCCCCCCCCCCCCCCCCCC)C=C1